CN(C)\C=N\C(C[C@@]12C[C@H](N([C@H]2C1)C(=O)OC(C)(C)C)C(=O)OCC1=CC=CC=C1)=O 3-Benzyl 2-(tert-butyl) (1S,3S,5S)-5-(2-(((E)-(dimethylamino)methylene) amino)-2-oxoethyl)-2-azabicyclo[3.1.0]hexane-2,3-dicarboxylate